4-fluoro-5-(1H-imidazol-1-yl)-2-(6-(methyl((1S,3R,5R)-1-methyl-8-azabicyclo[3.2.1]octan-3-yl)amino)-1,2,4-triazin-3-yl)phenol FC1=CC(=C(C=C1N1C=NC=C1)O)C=1N=NC(=CN1)N([C@H]1C[C@@]2(CC[C@H](C1)N2)C)C